2-(4-(5-chloro-2-(4-chloro-1H-1,2,3-triazol-1-yl)phenyl)-2,5-dioxopiperazin-1-yl)-N-(2-methyl-2H-indazol-5-yl)-3-(pyridin-2-yl)propanamide ClC=1C=CC(=C(C1)N1CC(N(CC1=O)C(C(=O)NC1=CC2=CN(N=C2C=C1)C)CC1=NC=CC=C1)=O)N1N=NC(=C1)Cl